C(C)(C)(C)OC(=O)NCCC(=C)C1=C(C=CC(=C1F)F)NC1=C(C(=O)O)C=C(C(=C1)C(F)(F)F)F 2-((2-(4-((tert-butoxycarbonyl)amino)but-1-en-2-yl)-3,4-difluoro-phenyl)-amino)-5-fluoro-4-(trifluoromethyl)benzoic acid